C(C)OC(=O)C=1N(C2=CC=C(C=C2C1)[C@@H]1CC(OCC1)(C)C)[C@@]1([C@H](C1)C)C=1NS(ON1)(O)O 5-((S)-2,2-dimethyltetrahydro-2H-pyran-4-yl)-1-((1S,2S)-1-(2,2-dihydroxy-3H-1,2,3,5-oxathiadiazol-4-yl)-2-methylcyclopropyl)-1H-indole-2-carboxylic acid ethyl ester